C(C=C)(=O)N1CCC(CC1)N1C=C(C2=CC(=CC=C12)C1=CC(=CC2=CC=CC=C12)O)C#N 1-(1-acryloylpiperidin-4-yl)-5-(3-hydroxynaphthalen-1-yl)-1H-indole-3-carbonitrile